(trans)-2-methoxycyclopentan-1-amine CO[C@H]1[C@@H](CCC1)N